tert-Butyl 3-(7-(2,3-dichloro-6-methoxyphenyl)imidazo[1,2-a]pyridin-2-yl)-2,5-dihydro-1H-pyrrole-1-carboxylate ClC1=C(C(=CC=C1Cl)OC)C1=CC=2N(C=C1)C=C(N2)C=2CN(CC2)C(=O)OC(C)(C)C